2-(3,5-Dichloro-4-((2-(4-methylbenzyl)-1-oxo-1,2,3,4-tetrahydroisoquinolin-6-yl)oxy)phenyl)-3,5-dioxo-2,3,4,5-tetrahydro-1,2,4-triazine-6-carboxylic acid ClC=1C=C(C=C(C1OC=1C=C2CCN(C(C2=CC1)=O)CC1=CC=C(C=C1)C)Cl)N1N=C(C(NC1=O)=O)C(=O)O